OCC1=C(C=CC(=C1)S(NC)(=O)=O)S(=O)(=O)NC(=O)N 1-[2-(hydroxymethyl)-4-(methylsulfamoyl)benzenesulfonyl]urea